(6R,13S)-17-amino-13-oxido-6,15-bis(trifluoromethyl)-19-oxa-13-thionia-3,4,18-triazatricyclo[12.3.1.12,5]nonadeca-1(18),2,4,14,16-pentaen-6-ol NC1=CC(=C2[S@+](CCCCCC[C@](C3=NN=C(C1=N2)O3)(O)C(F)(F)F)[O-])C(F)(F)F